endo-8-(7-{4-chloro-2-[(1-methyl-1H-imidazol-2-yl)methyl]-2H-indazol-5-yl}-5H-pyrrolo[2,3-b]pyrazin-3-yl)-8-azabicyclo[3.2.1]octan-3-amine, trihydrochloride salt Cl.Cl.Cl.ClC=1C2=CN(N=C2C=CC1C1=CNC2=NC(=CN=C21)N2C1CC(CC2CC1)N)CC=1N(C=CN1)C